(5-bromo-1-methyl-1H-indol-3-yl)dimethylphosphine oxide BrC=1C=C2C(=CN(C2=CC1)C)P(C)(C)=O